NC=1N(C(=CC1)C)C 2-amino-1,5-dimethyl-1H-pyrrole